COC1=CC=C(C=C1)C1C(C(N(CC1)C(=O)OC(C)(C)C)C)C(=O)OCC (+/-)-tert-butyl 3-ethyl (trans,trans)-4-(4-methoxyphenyl)-2-methylpiperidine-1,3-dicarboxylate